7-(dibenzylamino)-2'-(methylthio)-4'-(1,4-oxazepan-4-yl)-3,4,5',8'-tetrahydro-2H-spiro[naphthalene-1,7'-pyrano[4,3-d]pyrimidine]-8-carbonitrile C(C1=CC=CC=C1)N(C1=CC=C2CCCC3(CC=4N=C(N=C(C4CO3)N3CCOCCC3)SC)C2=C1C#N)CC1=CC=CC=C1